[18F][C@H]1C[C@@H](O[C@@H]1CO)N1C(=O)NC(=O)C(C)=C1 3'-Deoxy-3'-[18F]Fluorothymidin